tert-butyl (2S,5R)-2-(4-(1-(2-(diisopropylcarbamoyl)-4-fluorophenyl)-2-methyl-1H-pyrrolo[2,3-c]pyridine-3-carbonyl)piperidine-1-carbonyl)-5-methylpyrrolidine-1-carboxylate C(C)(C)N(C(=O)C1=C(C=CC(=C1)F)N1C(=C(C=2C1=CN=CC2)C(=O)C2CCN(CC2)C(=O)[C@H]2N([C@@H](CC2)C)C(=O)OC(C)(C)C)C)C(C)C